OC(C)C=1OC(=C(N1)C(=O)OC)C methyl 2-(1-hydroxyethyl)-5-methyl-oxazole-4-carboxylate